ClC=1C(=C(C(=C(C1F)Cl)F)C#N)F 3,5-dichloro-2,4,6-trifluoro-benzenenitrile